NC1=NC=C(C2=C1C(=NN2C(C)C)C2=CC(=C(C=C2F)NS(=O)(=O)C2=C(C=C(C=C2)F)Cl)F)C2CCC(CC2)NCCOC N-(4-(4-amino-1-isopropyl-7-((1r,4r)-4-((2-methoxyethyl)amino)cyclohexyl)-1H-pyrazolo[4,3-c]pyridin-3-yl)-2,5-difluorophenyl)-2-chloro-4-fluorobenzenesulfonamide